(R)-2-(methylamino)-2-(o-tolyl)cyclohexan-1-one CN[C@@]1(C(CCCC1)=O)C1=C(C=CC=C1)C